P(O)(=O)(OP(=O)(O)OP(=O)(O)O)OC[C@@H]1[C@H]([C@H]([C@@H](O1)N1C(=S)N=C(N)C=C1)O)O 2-thiocytidine-5'-triphosphate